C1(=CC=CC2=CC=CC=C12)C1=CC=2C(C3=CC=CC=C3C(C2C=C1)(O)C1=CC=CC=C1)(O)C1=CC=CC=C1 2-(naphthalen-1-yl)-9,10-diphenyl-9,10-dihydro-anthracene-9,10-diol